2-(8-(((cis)-3-hydroxy-3-methylcyclobutyl)amino)pyrido[2,3-d]pyridazin-5-yl)-5-(trifluoromethyl)phenol OC1(CC(C1)NC=1N=NC(=C2C1N=CC=C2)C2=C(C=C(C=C2)C(F)(F)F)O)C